5-cyano-3,3-dimethyl-4-oxospiro[cyclohexane-1,3'-indoline] C(#N)C1C(C(CC2(CNC3=CC=CC=C23)C1)(C)C)=O